Cl.F\C=C(/CN)\CC1=CC=C(C=C1)OC Z-3-fluoro-2-(4-methoxy-benzyl)allylamine hydrochloride